FC1=C(C=C(C=2NC(OCC21)=O)F)[C@@H](CN2C[C@@H]1[C@](C2)(C[C@H](C1)OC1=CC=CC=C1)O)O 5,8-difluoro-6-((S)-1-hydroxy-2-((3aS,5S,6aR)-3a-hydroxy-5-phenoxyhexahydrocyclopenta[c]pyrrol-2(1H)-yl)ethyl)-1,4-dihydro-2H-benzo[d][1,3]oxazin-2-one